5-(N-isopropanesulfonyl)amino-3-(1-pentylpiperidin-4-yl)-1H-indole C(C)(C)S(=O)(=O)NC=1C=C2C(=CNC2=CC1)C1CCN(CC1)CCCCC